3,3-dimethyl-4H-1,4-benzothiazine CC1(CSC2=C(N1)C=CC=C2)C